ClC=1C=2N(C=CC1)N=C(C2)[C@H]2N(CCC1=C2N=CN1)C(=O)C1=C(N=C(O1)C(C)(C)O)C (S)-(4-(4-chloropyrazolo[1,5-a]pyridin-2-yl)-6,7-dihydro-1H-imidazo[4,5-c]pyridin-5(4H)-yl)(2-(2-hydroxypropan-2-yl)-4-methyloxazol-5-yl)methanone